C1(=CC=C(C=C1)C(\C=C\SC1=CC=CC=C1)=O)C1=CC=CC=C1 (E)-1-([1,1'-biphenyl]-4-yl)-3-(phenylsulfanyl)prop-2-en-1-one